3-(2,3,5-trifluoro-6-(trifluoromethyl)pyridin-4-yl)pentan-2,4-dione FC1=NC(=C(C(=C1F)C(C(C)=O)C(C)=O)F)C(F)(F)F